C(C)N1C(NC2=CC(=CC(=C2C1=O)F)CO)=O 3-ethyl-5-fluoro-7-(hydroxymethyl)quinazoline-2,4(1H,3H)-dione